2-oxoethyl 4-(((tert-butoxycarbonyl)amino)methyl)benzoate C(C)(C)(C)OC(=O)NCC1=CC=C(C(=O)OCC=O)C=C1